methyl 4-amino-1-(6-nitropyridin-3-yl)-2-oxo-7-(trifluoromethyl)-1,2-dihydroquinoline-3-carboxylate NC1=C(C(N(C2=CC(=CC=C12)C(F)(F)F)C=1C=NC(=CC1)[N+](=O)[O-])=O)C(=O)OC